tert-butyl N-(1-(5-bromo-3-cyano-4-(4-cyano-3-fluorophenyl)pyridin-2-yl)piperidine-4-yl)carbamate BrC=1C(=C(C(=NC1)N1CCC(CC1)NC(OC(C)(C)C)=O)C#N)C1=CC(=C(C=C1)C#N)F